(S)-2-(1-(5,6-difluoro-N-methyl-1H-indole-2-carboxamido)-8,9-difluoro-6-oxo-1,2,4,6-tetrahydro-5H-pyrano[3,4-c]isoquinolin-5-yl)ethyl acetate C(C)(=O)OCCN1C(C=2C=C(C(=CC2C2=C1COC[C@H]2N(C(=O)C=2NC1=CC(=C(C=C1C2)F)F)C)F)F)=O